OC(=O)C(F)(F)F.C(C)C1(CNC1)O 3-ethylazetidin-3-ol TFA salt